COCCS(=O)(=O)[O-] 2-methoxyethanesulfonate